C(C)OC(=O)C=1N(C2=CC=C(C=C2C1)N)COC 5-Amino-1-(methoxymethyl)-1H-indole-2-carboxylic acid ethyl ester